7-chloro-3-(2,6-dichloro-3,5-dimethoxyphenyl)-1-(tetrahydrofuran-3-yl)-1,6-naphthyridin-2(1H)-one ClC1=NC=C2C=C(C(N(C2=C1)C1COCC1)=O)C1=C(C(=CC(=C1Cl)OC)OC)Cl